N-[[4-(4-chlorophenoxy)-1-[(2-oxo-1H-pyridin-4-yl)methyl]indol-6-yl]methyl]prop-2-enamide ClC1=CC=C(OC2=C3C=CN(C3=CC(=C2)CNC(C=C)=O)CC2=CC(NC=C2)=O)C=C1